N[C@H]1CCC(C[C@@H]2N(C1=O)[C@@H](CC2)C(=O)N[C@@H]2CCCC1=CC=CC=C21)O (3S,6S,10aR)-6-amino-9-hydroxy-5-oxo-N-((R)-1,2,3,4-tetrahydronaphthalen-1-yl)decahydropyrrolo[1,2-a]azocine-3-carboxamide